[Cl-].C[S+]1C=CC=CC=CC=C1 1-Methylthioninium Chloride